(tert-butyl 2-amino-5-(tetrahydropyrrole-1-yl) phenyl) carbamate C(N)(OC1=C(C(=CC(=C1)N1CCCC1)C(C)(C)C)N)=O